7-bromo-3-(6-methoxyisoquinolin-4-yl)quinazoline-2,4(1H,3H)-dione BrC1=CC=C2C(N(C(NC2=C1)=O)C1=CN=CC2=CC=C(C=C12)OC)=O